7-bromo-5-fluoro-3,4-dihydro-2H-isoquinolin-1-one BrC1=CC(=C2CCNC(C2=C1)=O)F